5-((3-(3-((3-Cyano-4-(trifluoromethoxy)benzyl)amino)propanamido)propyl)amino)benzo[c][2,6]naphthyridine-8-carboxamide C(#N)C=1C=C(CNCCC(=O)NCCCNC2=NC3=C(C4=CN=CC=C24)C=CC(=C3)C(=O)N)C=CC1OC(F)(F)F